5-bromo-2-cyclopropyl-1,3-thiazole BrC1=CN=C(S1)C1CC1